S1C=C(C2=C1C=CC=C2)C=C2CC1=CC=CC=C1CC2 2-(1-benzothien-3-ylmethylene)-3,4-dihydronaphthalene